pyridin-2(3H)-one N=1C(CC=CC1)=O